CC(C(=O)O[C@@H](CN1CCC(CC1)NC1=C2C=C(N(C2=CC=C1)CC(F)(F)F)C#CCNC1=C(C=C(C=C1)S(=O)(=O)C)OC)C)C |r| (rac)-1-{4-[(2-{3-[(4-methanesulfonyl-2-methoxyphenyl)amino]prop-1-yn-1-yl}-1-(2,2,2-trifluoroethyl)-1H-indol-4-yl)amino]piperidin-1-yl}propan-2-yl 2-methylpropanoate